5-chloro-4-(cyclopentylmethoxy)-2-fluoro-N-((1-methylpyrrolidin-3-yl)sulfonyl)benzamide ClC=1C(=CC(=C(C(=O)NS(=O)(=O)C2CN(CC2)C)C1)F)OCC1CCCC1